O=C1NC(CCC1N1C(C2=CC=CC(=C2C1=O)NC(C(=O)O)CCCC)=O)=O ((2-(2,6-Dioxopiperidin-3-yl)-1,3-dioxoisoindol-4-yl)amino)hexanoic acid